2-amino-N-[(1S)-1-[8-[2-(1-methylpyrazol-4-yl)ethynyl]-1-oxo-2-phenylisoquinoline-3-yl]ethyl]pyrazolo[1,5-a]pyrimidine-3-carboxamide NC1=NN2C(N=CC=C2)=C1C(=O)N[C@@H](C)C=1N(C(C2=C(C=CC=C2C1)C#CC=1C=NN(C1)C)=O)C1=CC=CC=C1